2-(piperidin-4-yl)acetic acid N1CCC(CC1)CC(=O)O